2-(6-chloro-3-pyridinyl)-2,2-difluoro-acetic acid ClC1=CC=C(C=N1)C(C(=O)O)(F)F